C(C1=CC(O)=C(O)C(O)=C1)(=O)[C@]1(O)[C@H](O)[C@@H](O)[C@H](O)[C@H](O1)CO 1-monogalloyl-β-glucose